BrC=1C(=CC=2C3=C(C(=NC2C1F)N1CC(C1)N(C)C)NC(C31CC(C1)NC(OC(C)(C)C)=O)=O)Cl tert-butyl (7'-bromo-8'-chloro-4'-(3-(dimethylamino)azetidin-1-yl)-6'-fluoro-2'-oxo-2',3'-dihydrospiro[cyclobutane-1,1'-pyrrolo[2,3-c]quinolin]-3-yl)carbamate